N-(5-(((5-(tert-butyl)oxazol-2-yl)methyl)thio)thiazol-2-yl)-1-(4-(2,4-dioxotetrahydropyrimidin-1(2H)-yl)-2-fluorobenzyl)piperidine-4-carboxamide C(C)(C)(C)C1=CN=C(O1)CSC1=CN=C(S1)NC(=O)C1CCN(CC1)CC1=C(C=C(C=C1)N1C(NC(CC1)=O)=O)F